2-(2-chlorophenyl)acetonitrile ClC1=C(C=CC=C1)CC#N